6-{3-Azabicyclo[3.1.0]hexan-3-yl}-2,5-dimethylpyridin C12CN(CC2C1)C1=C(C=CC(=N1)C)C